methyl (R)-dimethylphosphoramidochloridate CN([P@](OC)(=O)Cl)C